(1R,4R)-4-(4-(((R)-1-(1,1-dioxo-2,3-dihydrobenzo[b]thiophen-4-yl)ethyl)amino)-7-methoxy-2-methylquinazolin-6-yl)cyclohexane-1-carboxylic acid methyl ester COC(=O)C1CCC(CC1)C=1C=C2C(=NC(=NC2=CC1OC)C)N[C@H](C)C1=CC=CC=2S(CCC21)(=O)=O